2-(5-((R)-3-aminopyrrolidin-1-yl)pyridin-2-yl)-4-(2-fluoro-6-methoxyphenyl)-2,3-dihydro-1H-pyrrolo[3,4-c]pyridin-1-one N[C@H]1CN(CC1)C=1C=CC(=NC1)N1CC=2C(=NC=CC2C1=O)C1=C(C=CC=C1OC)F